FC=1C=C(C=CC1OC)N1CC1C1=CC(=C(C(=C1)OC)OC)OC (3-fluoro-4-methoxyphenyl)-3-(3,4,5-trimethoxyphenyl)-aziridine